C1(CCCC1)OC=1C=CC(=NC1)NC([C@H](C)N1CC(N(CC1)C(=O)OC(C)(C)C)(C)C)=O tert-butyl (S)-4-(1-((5-(cyclopentyloxy)pyridin-2-yl)amino)-1-oxopropan-2-yl)-2,2-dimethylpiperazine-1-carboxylate